rac-(6-Cyclopropyl-imidazo[1,5-a]pyridin-5-yl)-(1-p-tolyl-1H-[1,2,3]triazol-4-yl)-methanol C1(CC1)C=1C=CC=2N(C1[C@@H](O)C=1N=NN(C1)C1=CC=C(C=C1)C)C=NC2 |r|